(5RS)-5-(4-methylbenzyl)-3-{3-[3-(trifluoromethyl)phenoxy]pyridin-4-yl}-5,6-dihydro-4H-1,2,4-oxadiazine CC1=CC=C(C[C@H]2NC(=NOC2)C2=C(C=NC=C2)OC2=CC(=CC=C2)C(F)(F)F)C=C1 |r|